(4-(4-(benzo[d]thiazol-5-ylamino)quinolin-7-yl)-3-fluorophenyl)((3aR,6aS)-hexahydropyrrolo[3,4-c]pyrrol-2(1H)-yl)methanone S1C=NC2=C1C=CC(=C2)NC2=CC=NC1=CC(=CC=C21)C2=C(C=C(C=C2)C(=O)N2C[C@@H]1CNC[C@@H]1C2)F